CC1=CN=C(S1)C=1C=C(C(=O)N[C@H](CC)C=2C=NC(=NC2)C(F)(F)F)C=C(C1)OC1COC1 3-(5-Methyl-1,3-thiazol-2-yl)-5-(oxetan-3-yloxy)-N-[(1R)-1-[2-(trifluoromethyl)-pyrimidin-5-yl]propyl]benzamide